C1(=CC=CC=C1)N(C1=C(C(=C(C(=C1C#N)N(C1=CC=CC=C1)C1=CC=CC=C1)C#N)N(C1=CC=CC=C1)C1=CC=CC=C1)N(C1=CC=CC=C1)C1=CC=CC=C1)C1=CC=CC=C1 1,2,3,5-Tetra(diphenylamino)-4,6-dicyanobenzene